tert-butyl (3-(7-carbamoyl-5-fluoro-2-methyl-1H-indol-4-yl)cyclohex-3-en-1-yl)carbamate C(N)(=O)C=1C=C(C(=C2C=C(NC12)C)C=1CC(CCC1)NC(OC(C)(C)C)=O)F